N-[2-Amino-4-(1-carbamimidoyl-1,2,3,6-tetrahydro-pyridin-4-yl)-phenyl]-4-(1-carbamimidoyl-1,2,3,6-tetrahydro-pyridin-4-yl)-3-chloro-benzamide NC1=C(C=CC(=C1)C=1CCN(CC1)C(N)=N)NC(C1=CC(=C(C=C1)C=1CCN(CC1)C(N)=N)Cl)=O